C(C)(C)(C)OC(=O)N1CCC(CC1)COC(=O)N[C@@H](CO[Si](C)(C)C(C)(C)C)C(=O)O N-(((1-(tert-butoxycarbonyl)piperidin-4-yl)methoxy)carbonyl)-O-(tert-butyldimethylsilyl)-L-serine